FC1=CC=C(C=C1)NC=1N=C(N=NC1C1=CC=CC=C1)N N*5*-(4-fluorophenyl)-6-phenyl-[1,2,4]triazine-3,5-diamine